F[C@H]1[C@@H](CNCC1)OC=1C=C2CN(C(C2=CC1)=O)C1C(NC(CC1)=O)=O 3-(5-(((3R,4R)-4-fluoropiperidin-3-yl)oxy)-1-oxoisoindolin-2-yl)piperidine-2,6-dione